TETRABROMOPHENOL BrC=1C(=C(C(=C(C1)O)Br)Br)Br